1-cyclopropyl-6-fluoro-8-chloro-1,4-dihydro-7-(8-azaspiro[4.5]dec-8-yl)-4-oxo-3-quinolinecarboxylic acid C1(CC1)N1C=C(C(C2=CC(=C(C(=C12)Cl)N1CCC2(CCCC2)CC1)F)=O)C(=O)O